O.[Na+].[Na+].P([O-])(=O)(OP(=O)([O-])OP(=O)(O)O)OC[C@@H]1[C@H]([C@H]([C@@H](O1)N1C=NC=2C(N)=NC=NC12)O)O adenosine 5'-triphosphate disodium hydrate